C(CCC(C)C)O i-hexanol